CON(C(=O)[C@H]1C[C@@H]2CN([C@H]1C2)C(=O)OC(C)(C)C)C tertbutyl (1S,4S,6S)-6-[methoxy(methyl)carbamoyl]-2-azabicyclo[2.2.1]heptane-2-carboxylate